ClC=1C(=NC=CC1C1=NC(=C(C=C1)CNC[C@@H]1CCC(N1)=O)OC)C1=C(C(=CC=C1)NC1=C(C(=CC=C1)CNC[C@@H](C)O)OC)Cl (S)-5-((((3'-chloro-2'-(2-chloro-3-((3-((((R)-2-hydroxypropyl)amino)methyl)-2-methoxyphenyl)amino)phenyl)-6-methoxy-[2,4'-bipyridin]-5-yl)methyl)amino)methyl)pyrrolidin-2-one